6-(3-(hydroxymethyl)phenyl)-4-((4-(pyridin-4-yloxy)phenyl)amino)quinoline-3-carbonitrile OCC=1C=C(C=CC1)C=1C=C2C(=C(C=NC2=CC1)C#N)NC1=CC=C(C=C1)OC1=CC=NC=C1